di-sodium di-styrylbiphenyl-disulfonate C(=CC1=CC=CC=C1)OS(=O)(=O)C1=C(C=CC=C1S(=O)(=O)OC=CC1=CC=CC=C1)C1=CC=CC=C1.[Na].[Na]